1-methyl-3-phenyl-1H-pyrazol-5-amine CN1N=C(C=C1N)C1=CC=CC=C1